(S)-4-ethyl-4-hydroxy-3,14-dioxo-10-(piperazin-1-ylmethyl)-3,4,12,14-tetrahydro-1H-pyrano[3',4':6,7]indolizino[1,2-b]quinolin-9-yl methyl(phenyl)carbamate trifluoroacetate FC(C(=O)O)(F)F.CN(C(OC1=C(C=2C=C3C(=NC2C=C1)C1=CC2=C(C(N1C3)=O)COC([C@]2(O)CC)=O)CN2CCNCC2)=O)C2=CC=CC=C2